C(C)OC(CC1CCN(CC1)C1=C(C=C(C=C1F)C1=NC=C(C(=N1)OCCC)F)F)=O {1-[2,6-difluoro-4-(5-fluoro-4-propoxy-pyrimidin-2-yl)-phenyl]-piperidin-4-yl}-acetic acid ethyl ester